[SiH3]OOC(C(=O)O)(O[SiH3])O[SiH3].C[Si](O)(C)C trimethylsilanol trisiloxyglycolate